N-(3-(4-phenylpiperazin-1-yl)propyl)-1H-benzo[d]imidazole-6-carboxamide C1(=CC=CC=C1)N1CCN(CC1)CCCNC(=O)C=1C=CC2=C(NC=N2)C1